6-ethynyl-2-(1-(1-(4-fluorobenzyl)-5-methyl-1H-pyrazol-4-yl)-1-oxopropan-2-yl)pyridazin-3(2H)-one C(#C)C=1C=CC(N(N1)C(C(=O)C=1C=NN(C1C)CC1=CC=C(C=C1)F)C)=O